1-(4-methylbenzenesulfonyl)cyclopentane-1-carboxylic acid CC1=CC=C(C=C1)S(=O)(=O)C1(CCCC1)C(=O)O